FC(C(CO)(C(C(CO)(C(F)(F)F)C(F)(F)F)(C(F)(F)F)C(F)(F)F)C(F)(F)F)(F)F 2,2,3,3,4,4-hexa(trifluoromethyl)pentane-1,5-diol